C(C1=CC=CC=C1)N1C(O\C(\C1)=C/C1=CC=C(C=C1)OC)=O (Z)-3-benzyl-5-(4-methoxybenzylidene)oxazolidin-2-one